3-morpholinopropane O1CCN(CC1)CCC